[Si](C1=CC=CC=C1)(C1=CC=CC=C1)(C(C)(C)C)OCCOCC1CC(NC1)=O 4-((2-((tert-butyldiphenylsilyl)oxy)ethoxy)methyl)pyrrolidin-2-one